3-(3-(ethyl-(methyl)amino)-4-tolyl)urea C(C)N(C=1C=C(C=CC1NC(N)=O)C)C